fluoro-6,7,8,9-tetrahydro-5H-benzo[7]annulen FC1=CC=CC2=C1CCCCC2